N1(N=CC=C1)C=1C=C(C=CC1)C1=CNC2=C1N=C(N=C2OCC=2N=NC=CC2)N2CCOCC2 4-(7-(3-(1H-pyrazol-1-yl)phenyl)-4-(pyridazin-3-ylmethoxy)-5H-pyrrolo[3,2-d]pyrimidin-2-yl)morpholine